(3-amino-2,5-difluoro-phenyl)-(5-bromo-1H-pyrrolo[2,3-b]pyridin-3-yl)methanone NC=1C(=C(C=C(C1)F)C(=O)C1=CNC2=NC=C(C=C21)Br)F